N[C@H](C)C=1C=C(C=C2C(N(C(=NC12)C1(CCOCC1)C)C)=O)C 8-[(1R)-1-aminoethyl]-3,6-dimethyl-2-(4-methyltetrahydropyran-4-yl)quinazolin-4-one